3-((tert-butyldiphenylsilyl)oxy)-4-formylpiperidine-1-carboxylic acid tert-butyl ester C(C)(C)(C)OC(=O)N1CC(C(CC1)C=O)O[Si](C1=CC=CC=C1)(C1=CC=CC=C1)C(C)(C)C